C(N)(O[C@@H]1CC[C@H](CC1)CCCO)=O (trans-4-(3-hydroxypropyl) cyclohexyl) carbamate